ethyl 1-(2-(cyclopropanesulfonamido)thiazol-4-yl)cyclopropane-1-carboxylate C1(CC1)S(=O)(=O)NC=1SC=C(N1)C1(CC1)C(=O)OCC